2-amino-2-(2-(3-(8-phenyloctyl)-isoxazol-5-yl)ethyl)propane-1,3-diol silicon-calcium-barium-aluminum-iron [Fe].[Al].[Ba].[Ca].[Si].NC(CO)(CO)CCC1=CC(=NO1)CCCCCCCCC1=CC=CC=C1